1-(4-(3-chloro-2-methylphenyl)piperazin-1-yl)-2-(5-fluoro-3-(4-(2-hydroxyethoxy)piperidine-1-carbonyl)-4,5,6,7-tetrahydro-1H-indazol-1-yl)ethan-1-one ClC=1C(=C(C=CC1)N1CCN(CC1)C(CN1N=C(C=2CC(CCC12)F)C(=O)N1CCC(CC1)OCCO)=O)C